NC=1C(=C(C=C2C=C(N=CC12)NC(CCNC(CCCCCCCNC1=C2C(N(C(C2=CC=C1)=O)C1C(NC(CC1)=O)=O)=O)=O)=O)C=1C=NC=C(C1C)N)F N-(3-((8-amino-6-(5-amino-4-methylpyridin-3-yl)-7-fluoroisoquinolin-3-yl)amino)-3-oxopropyl)-8-((2-(2,6-dioxopiperidin-3-yl)-1,3-dioxoisoindolin-4-yl)amino)octanamide